4-(4-fluorobenzyl)-8,8-dimethyl-7,8-dihydro-6H-thiazolo[5,4-e]indole FC1=CC=C(CC2=C3C(=C4C(CNC4=C2)(C)C)SC=N3)C=C1